[6-[2-fluoro-4-(trifluoromethylsulfonimidoyl)benzyl]-2-azaspiro[3.3]heptan-2-yl]-[6-[3-(1-hydroxycyclopropyl)-1H-1,2,4-triazol-5-yl]-2-azaspiro[3.3]heptan-2-yl]methanone FC1=C(CC2CC3(CN(C3)C(=O)N3CC4(C3)CC(C4)C4=NC(=NN4)C4(CC4)O)C2)C=CC(=C1)S(=O)(=N)C(F)(F)F